7-chloro-4-(3,3-dimethyl-1-(4-(trifluoromethoxy)benzoyl)piperidin-4-yl)-1-methyl-1,4-dihydropyrido[2,3-b]pyrazine-2,3-dione ClC1=CC2=C(N(C(C(N2C)=O)=O)C2C(CN(CC2)C(C2=CC=C(C=C2)OC(F)(F)F)=O)(C)C)N=C1